(2S,4R)-1-[(2S)-3-carbamoyl-2-acetamidopropanoyl]-4-fluoro-N-[(S)-phenyl[4-(propan-2-yl)phenyl]methyl]pyrrolidine-2-carboxamide C(N)(=O)C[C@@H](C(=O)N1[C@@H](C[C@H](C1)F)C(=O)N[C@H](C1=CC=C(C=C1)C(C)C)C1=CC=CC=C1)NC(C)=O